(2R,4S)-1'-(tert-butoxycarbonyl)-4-fluoro-[1,3'-bipyrrolidine]-2-Carboxylic acid C(C)(C)(C)OC(=O)N1CC(CC1)N1[C@H](C[C@@H](C1)F)C(=O)O